C(N)(=O)C1=C(C(=CC(=C1)I)CC)NC(=O)C=1N(N=C(C1)OC)C1=NC=CC=C1Cl N-(2-carbamoyl-4-iodo-6-ethyl-phenyl)-2-(3-chloro-2-pyridyl)-5-methoxy-pyrazole-3-carboxamide